N-[4-(3-cyanophenyl)-5-(2-isopropyl-6-methyl-4-pyridyl)thiazol-2-yl]-2-oxa-6-azaspiro[3.3]heptane-6-carboxamide C(#N)C=1C=C(C=CC1)C=1N=C(SC1C1=CC(=NC(=C1)C)C(C)C)NC(=O)N1CC2(COC2)C1